bis(phenylmethylamine) Hydrochloride Cl.C1(=CC=CC=C1)CN.C1(=CC=CC=C1)CN